6-Bromo-4-chloro-7-(2-chloro-5-fluorophenyl)-8-[(4-methoxyphenyl)methyl]-8,9-dihydro-7H-pyrrolo[4,3-H]quinazolin-9-one BrC=1C=C2C(=NC=NC2=C2C1C(N(C2=O)CC2=CC=C(C=C2)OC)C2=C(C=CC(=C2)F)Cl)Cl